(S)-2-(4-(2-(2-(1H-imidazol-1-yl)ethoxy)-7-(8-chloro-7-fluoronaphthalen-1-yl)-5,6,7,8-tetrahydropyrido[3,4-d]pyrimidin-4-yl)-1-(2-fluoroacryloyl)piperazin-2-yl)acetonitrile N1(C=NC=C1)CCOC=1N=C(C2=C(N1)CN(CC2)C2=CC=CC1=CC=C(C(=C21)Cl)F)N2C[C@@H](N(CC2)C(C(=C)F)=O)CC#N